FC(=CCC/C(=C/CC/C(=C/CC1=C(C(=C(C(=C1C)O)OC)OC)O)/C)/C)F 2-((2E,6E)-11,11-difluoro-3,7-dimethylundeca-2,6,10-trien-1-yl)-5,6-dimethoxy-3-methylbenzene-1,4-diol